Methyl 3-(4-((3-(1H-imidazol-2-yl)phenyl)carbamoyl)-3-methyl-5-oxo-4,5-dihydro-1H-pyrazol-1-yl)benzoate N1C(=NC=C1)C=1C=C(C=CC1)NC(=O)C1C(=NN(C1=O)C=1C=C(C(=O)OC)C=CC1)C